C(C)N=C=C(CCN(C)C)N 1-((ethylimino)methylene)-N3,N3-dimethylpropane-1,3-diamine